N-(3-chloro-4-fluorophenyl)-7-methoxy-5-((2-(pyrimidin-2-yl)propan-2-yl)-oxy)quinazolin-4-amine ClC=1C=C(C=CC1F)NC1=NC=NC2=CC(=CC(=C12)OC(C)(C)C1=NC=CC=N1)OC